tert-butyl 1-(4-(4-methoxy phenethoxy)phenethyl)-2-(trifluoromethyl)-1H-benzo[d]imidazol-5-ylcarbamate COC1=CC=C(CCOC2=CC=C(CCN3C(=NC4=C3C=CC(=C4)NC(OC(C)(C)C)=O)C(F)(F)F)C=C2)C=C1